(S)-6-((S)-5-Chloro-6-fluoro-2-phenyl-2-((S)-pyrrolidin-2-yl)-2,3-dihydrobenzofuran-4-yl)-5-fluoro-3H-spiro[benzo[b][1,4]dioxine-2,1'-cyclopropane]-7-carboxamide ClC=1C(=CC2=C(C[C@@](O2)([C@H]2NCCC2)C2=CC=CC=C2)C1C1=C(C2=C(OC3(CC3)CO2)C=C1C(=O)N)F)F